C(C=C)N1CC2=NC(=CC=C2C1=O)N 6-Allyl-2-amino-6,7-dihydro-5H-pyrrolo[3,4-b]pyridin-5-one